(2R,5S)-tert-butyl 4-(7'-(4-cyanopyridin-2-yl)-6',7'-dihydrospiro[cyclobutane-1,5'-pyrrolo[2,3-d]pyrimidin]-4'-yl)-2,5-dimethylpiperazine-1-carboxylate C(#N)C1=CC(=NC=C1)N1CC2(C3=C1N=CN=C3N3C[C@H](N(C[C@@H]3C)C(=O)OC(C)(C)C)C)CCC2